2-(4-chlorophenyl)-6-morpholino-4H-pyran-4-one ClC1=CC=C(C=C1)C=1OC(=CC(C1)=O)N1CCOCC1